FC1=C(C=CC=C1)S(=O)(=O)NNC(=O)C1=NC(=CC(=C1)N1N=CC(=C1)CNC(C#C)=O)C N-((1-(2-(2-((2-fluorophenyl)sulfonyl)hydrazine-1-carbonyl)-6-methylpyridin-4-yl)-1H-pyrazol-4-yl)methyl)propiolamide